methyl 3-(trifluoromethyl)-5-[2-(trifluoromethyl) cyclopropyl]benzoate FC(C=1C=C(C(=O)OC)C=C(C1)C1C(C1)C(F)(F)F)(F)F